4-(2-fluoro-4-hydroxy-phenyl)-3,6-dihydro-2H-pyridine-1-carboxylic acid tert-butyl ester C(C)(C)(C)OC(=O)N1CCC(=CC1)C1=C(C=C(C=C1)O)F